(4-(6-amino-5-(2-(N-methylacrylamido)ethoxy)pyrimidin-4-yl)-2-methylbenzyl)-5-(tert-butyl)-1,3,4-oxadiazole-2-carboxamide NC1=C(C(=NC=N1)C1=CC(=C(CNC(=O)C=2OC(=NN2)C(C)(C)C)C=C1)C)OCCN(C(C=C)=O)C